OCCOC1=CC=C(C=C1)C1(C2=CC=CC=C2C=2C=CC=CC12)C1=CC=C(C=C1)OCCOCCO 9-(4-(2-hydroxyethoxy)phenyl)-9-(4-(2-hydroxyethoxyethoxy)phenyl)fluorene